14,14-dimethyl-11-oxo-3,6,9-trioxa-12-aza-pentadecane CC(CNC(COCCOCCOCC)=O)(C)C